R-N-Boc-2-(2,5-difluorophenyl)-pyrrolidine C(=O)(OC(C)(C)C)N1[C@H](CCC1)C1=C(C=CC(=C1)F)F